3-chloro-5-(2-methoxyphenyl)-1H-pyrazolo[4,3-c]pyridazin-6(5H)-one ClC1=NNC=2C1=NN(C(C2)=O)C2=C(C=CC=C2)OC